F[C@H]1C[C@@H](N(C1)C)C=1N=C2N(C=C(N=C2)NC(=O)C2=CC=C3C(=NN(C3=C2)C)C)C1 N-(2-((2R,4S)-4-fluoro-1-methylpyrrolidin-2-yl)imidazo[1,2-a]pyrazin-6-yl)-1,3-dimethyl-1H-indazole-6-carboxamide